O[C@@H](CCC1=NN=C(C=2CCCCC12)C1=C(C=C(C=C1)C(F)(F)F)O)C (R)-2-(4-(3-hydroxybutyl)-5,6,7,8-tetrahydrophthalazin-1-yl)-5-(trifluoromethyl)phenol